5-(((1R,1aS,6bR)-1-(6-(trifluoromethyl)-1H-benzo[d]imidazole-2-yl)-1a,6b-dihydro-1H-cyclopropa[b]benzofuran-5-yl)oxy)-3,4-dihydro-1,8-naphthyridin-2(1H)-one FC(C=1C=CC2=C(NC(=N2)[C@@H]2[C@H]3OC4=C([C@H]32)C=C(C=C4)OC4=C3CCC(NC3=NC=C4)=O)C1)(F)F